ClC=1C(N(C(=CC1OC([2H])([2H])C1=NC=C(C=C1F)F)C)C1=CC(=NC=C1C)C1=NC(=NC=C1)C(C)(C)O)=O racemic-3-chloro-4-((3,5-difluoropyridin-2-yl)methoxy-d2)-2'-(2-(2-hydroxypropan-2-yl)pyrimidin-4-yl)-5',6-dimethyl-2H-[1,4'-bipyridin]-2-one